[Cl-].C(CCCCCCCCCCCCCCC)C1=C(C([Na])(C)C)C=CC=C1 hexadecyl-dimethylbenzyl-sodium chloride